1-(4-{4-[(3-methyl-4-{[1,2,4]triazolo[1,5-a]pyridin-7-yloxy}phenyl)amino]quinazolin-6-yl}piperazin-1-yl)prop-2-en-1-one CC=1C=C(C=CC1OC1=CC=2N(C=C1)N=CN2)NC2=NC=NC1=CC=C(C=C21)N2CCN(CC2)C(C=C)=O